CC1CNC2=C(O1)N=CC(=C2C)NC2=CC=NC(=C2C(=O)NC2=CC=C(C=C2)N2C(CN(CC2)C)COC)OC 4-((3,8-dimethyl-2,3-dihydro-1H-pyrido[2,3-b][1,4]oxazin-7-yl)amino)-2-methoxy-N-(4-(2-(methoxymethyl)-4-methylpiperazin-1-yl)phenyl)nicotinamide